CC=1N(C(C2=C(N1)C=C(N=C2)N2C[C@H](OCC2)[C@H]2OCC2)=O)C 2,3-dimethyl-7-((2S)-2-((2S)-2-oxetanyl)-4-morpholinyl)pyrido[4,3-d]pyrimidin-4(3H)-one